NC=1C(NC(=CC1)C)=O 3-amino-6-methyl-2-oxo-1,2-dihydropyridine